tert-butyl N-[[3-[4-bromo-1-(2,2,2-trifluoroethyl)indol-2-yl]isoxazol-5-yl]methyl]carbamate BrC1=C2C=C(N(C2=CC=C1)CC(F)(F)F)C1=NOC(=C1)CNC(OC(C)(C)C)=O